ClC=1C=C(OC2CCC(CC2)NC(=O)C=2N=NC(=CC2)N2CCN(CC2)CC2=CC(=CC=C2)N2C(NC(CC2)=O)=O)C=CC1C#N N-((1r,4r)-4-(3-chloro-4-cyanophenoxy)cyclohexyl)-6-(4-(3-(2,4-dioxotetrahydropyrimidin-1(2H)-yl)benzyl)piperazin-1-yl)pyridazine-3-carboxamide